(4-chloro-2,6-difluorophenyl)methanol Tert-butyl-(S)-4-(6-((2-fluoro-4-(methoxycarbonyl)benzyl)oxy)pyridin-2-yl)-2-methylpiperazine-1-carboxylate C(C)(C)(C)[C@@]1(N(CCN(C1)C1=NC(=CC=C1)OCC1=C(C=C(C=C1)C(=O)OC)F)C(=O)OCC1=C(C=C(C=C1F)Cl)F)C